ClC1=NN2C(C=CC(=C2)N2CC(OCC2)COC)=N1 4-(2-chloro-[1,2,4]triazolo[1,5-a]pyridin-6-yl)-2-(methoxymethyl)morpholine